ClC=1C(=C(CN2[C@@H](C[C@@H](CC2)CC2=NC(=CC(=C2F)C2(CC2)O)NC2=NNC(=C2)C)C)C(=CC1)F)F (2R,4R)-1-(3-chloro-2,6-difluoro-benzyl)-4-((3-fluoro-4-(1-hydroxycyclopropyl)-6-((5-methyl-1H-pyrazol-3-yl)amino)pyridin-2-yl)methyl)-2-methylpiperidine